(2R)-1-[(4aR,8aS)-3,4,4a,5,6,7,8,8a-Octahydro-2H-quinolin-1-yl]-2-[cyclopropyl-[(4-methoxyphenyl)methyl]amino]-3-(methylamino)propan-1-one N1(CCC[C@H]2CCCC[C@H]12)C([C@@H](CNC)N(CC1=CC=C(C=C1)OC)C1CC1)=O